C(C)(=O)C1=NN(C2=CC=C(C=C12)C1=NC(=[N+](C=C1)[O-])N)CC(=O)N1[C@@H](C[C@H](C1)F)C(NC1=NC(=CC=C1)Br)=O (3-acetyl-1-(2-((2S,4R)-2-(6-bromopyridin-2-ylcarbamoyl)-4-fluoropyrrolidin-1-yl)-2-oxoethyl)-1H-indazol-5-yl)-2-aminopyrimidine 1-oxide